tert-Butyl 4-(2-(2,6-dioxopiperidin-3-yl)-1,3-dioxoisoindolin-4-yl)piperazine-1-carboxylate O=C1NC(CCC1N1C(C2=CC=CC(=C2C1=O)N1CCN(CC1)C(=O)OC(C)(C)C)=O)=O